5-Bromo-2-thiophenylacetonitrile BrC1=CC=C(S1)CC#N